ClC1=NC=C2N(C(N(C2=N1)N1CCOCC1)=O)C 2-Chloro-7-methyl-9-morpholino-7,9-dihydro-8H-purin-8-one